ClC1=C(C(=O)N(C)C)C=CC(=C1)NC1CN(C1)C1CCN(CC1)C(=O)C1(CCC1)C1=CC(=CC=C1)F 2-chloro-4-(1-(1-(1-(3-fluorophenyl)cyclobutanecarbonyl)piperidin-4-yl)azetidin-3-ylamino)-N,N-dimethylbenzamide